3-(5-(difluoromethyl)-1,3,4-thiadiazol-2-yl)-8-(4-(methoxymethyl)-1-piperidyl)-N-(1-methylcyclopropyl)imidazo[1,5-a]pyridine-6-sulfonamide FC(C1=NN=C(S1)C1=NC=C2N1C=C(C=C2N2CCC(CC2)COC)S(=O)(=O)NC2(CC2)C)F